(2-(dimethylamino)ethyl)-5-((4-methoxybenzyl)oxy)-2-nitrobenzene-1,4-diamine CN(CCC=1C(=C(C=C(C1N)OCC1=CC=C(C=C1)OC)N)[N+](=O)[O-])C